[F-].[La].C([O-])([O-])=O.[Ce+3] cerous carbonate lanthanum fluoride